BrC1=CC(=C2C(NC(=NC2=C1F)SC)=O)OCCC1NCCCC1 7-bromo-8-fluoro-2-(methylthio)-5-(2-(piperidin-2-yl)ethoxy)quinazolin-4(3H)-one